3α,6α-dihydroxy-5β-cholanoic acid O[C@H]1C[C@H]2[C@H](C[C@H]3[C@@H]4CC[C@H]([C@@H](CCC(=O)O)C)[C@]4(CC[C@@H]3[C@]2(CC1)C)C)O